3-formyl-1-((2-(trimethylsilyl)ethoxy)methyl)-1H-pyrazole-5-carbonitrile C(=O)C1=NN(C(=C1)C#N)COCC[Si](C)(C)C